C(#N)C(C[N])C=1C=C(C=CC1)C.[N] nitrogen (2-cyano-2-(m-tolyl)ethyl)-nitrogen